N1=C(C=NC=C1)NC(=O)[C@H]1CC12CCN(CC2)C(=O)[O-] (S)-1-(pyrazin-2-ylcarbamoyl)-6-azaspiro[2.5]octane-6-carboxylate